C(C)(C)(C)OC(=O)N(C1=C(C=C(C=C1)S(=O)(=O)C)OC)CC#CC=1N(C2=CC=CC(=C2C1)NC1C(CN(CC1)C(=O)OC(C)(C)C)F)CC(F)(F)F tert-butyl 4-[[2-[3-(N-tert-butoxycarbonyl-2-methoxy-4-methylsulfonyl-anilino)prop-1-ynyl]-1-(2,2,2-trifluoroethyl)indol-4-yl]amino]-3-fluoro-piperidine-1-carboxylate